The molecule is a dicarboxylic acid that is ibuprofen in which one of the methyl groups in the isobutyl portion has been converted to the corresponding carboxylic acid. It has a role as a drug metabolite. It derives from an ibuprofen. It is a conjugate acid of a carboxyibuprofen anion and a carboxyibuprofen(2-). CC(CC1=CC=C(C=C1)C(C)C(=O)O)C(=O)O